1,4-bis((E)-2-(pyridine-4-yl)vinyl)benzene N1=CC=C(C=C1)/C=C/C1=CC=C(C=C1)\C=C\C1=CC=NC=C1